methyl-tertiary butyl-dimethoxysilane C[Si](OC)(OC)C(C)(C)C